C1(=CC(=CC=C1)C1(SC=CN1)C(=O)N)C 2-(m-tolyl)thiazolcarboxamide